trans-4-(3-(3-chloro-4-(morpholinomethyl)styryl)-1H-indazol-6-yl)pyrimidin-2-amine ClC=1C=C(/C=C/C2=NNC3=CC(=CC=C23)C2=NC(=NC=C2)N)C=CC1CN1CCOCC1